2-(2-isopropylphenyl)-7-methyl-9-(4-((1-methyl-1H-imidazol-5-yl)methoxy)benzyl)-7,9-dihydro-8H-purin-8-one C(C)(C)C1=C(C=CC=C1)C1=NC=C2N(C(N(C2=N1)CC1=CC=C(C=C1)OCC1=CN=CN1C)=O)C